4-((2-bromophenyl) amino)-4-cyanopiperidine-1-carboxylate BrC1=C(C=CC=C1)NC1(CCN(CC1)C(=O)[O-])C#N